N-(1-tert-butyl-3-piperidinyl)-6-chloro-5-methyl-1,2,4-triazin-3-amine C(C)(C)(C)N1CC(CCC1)NC=1N=NC(=C(N1)C)Cl